2-Butylhexyl (tert-butoxycarbonyl)-L-phenylalaninate C(C)(C)(C)OC(=O)N[C@@H](CC1=CC=CC=C1)C(=O)OCC(CCCC)CCCC